C(C)(C)C1=CC=C(C=C1)NC1CCC(CC1)N N1-(4-isopropylphenyl)cyclohexane-1,4-diamine